ClC1=CC=C2C(=C(NC2=C1C=1C(=NN(C1CCCOCCO)C)CC)C(=O)OCC)CCCOC1=CC=CC2=CC(=CC=C12)F (rac)-ethyl 6-chloro-7-{3-ethyl-5-[3-(2-hydroxyethoxy)propyl]-1-methyl-1H-pyrazol-4-yl}-3-{3-[(6-fluoronaphthalen-1-yl)oxy]propyl}-1H-indole-2-carboxylate